O=C1NC(CCC1N1C(N(C2=C1C=CC=C2N2CCC1(CCN(CC1)C1CCN(CC1)C(=O)OC(C)(C)C)CC2)C)=O)=O tert-butyl 4-[9-[1-(2,6-dioxo-3-piperidyl)-3-methyl-2-oxo-benzimidazol-4-yl]-3,9-diazaspiro[5.5]undecan-3-yl]piperidine-1-carboxylate